NC1=NC=CC2=C1C=C(S2)CNC(=O)[C@H](C)NC([C@@H](CCC2=CC=CC=C2)NC(C)C)=O {2R}-N-[(1S)-1-[({4-Aminothieno[3,2-c]pyridin-2-yl}methyl)carbamoyl]ethyl]-2-(isopropylamino)-4-phenylbutanamide